(6R,7aS)-6-(2,3-dichloro-6-hydroxyphenyl)-1-(1,2-dihydroxyethyl)-tetrahydro-1H-pyrrolo[1,2-c][1,3]oxazol-3-one ClC1=C(C(=CC=C1Cl)O)[C@H]1C[C@@H]2N(C(OC2C(CO)O)=O)C1